Cl.C1NCC2=C(C=CC=C12)NC1C(OCC1)=O 3-(Isoindolin-4-ylamino)dihydrofuran-2(3H)-one hydrochloride